F[C@H](C1(COC1)C=1C=C(C=CC1)N1C(C2=CC(=CC(=C2C1)C(F)(F)F)CN1[C@H](CN(CC1)C)C(C)C)=O)C=1N(C=C(N1)F)C 2-(3-(3-((R)-fluoro(4-fluoro-1-methyl-1H-imidazol-2-yl)methyl)-oxetan-3-yl)phenyl)-6-(((S)-2-isopropyl-4-methylpiperazin-1-yl)methyl)-4-(trifluoromethyl)-isoindolin-1-one